ClC1=CC=C(C(=N1)C(=O)O)N[C@H](C)C1=CC(=CN2C1=NC(=C(C2=O)C#N)N2CC1=CC=C(C=C1C2)F)C (R)-6-chloro-3-((1-(3-cyano-2-(5-fluoroisoindolin-2-yl)-7-methyl-4-oxo-4H-pyrido[1,2-a]pyrimidin-9-yl)ethyl)amino)picolinic acid